7-((3S,4S)-4-(3,4-dihydroisoquinolin-2(1H)-yl)-3-hydroxypiperidine-1-carbonyl)-4-methyl-1,4-dihydro-2H-benzo[d][1,3]oxazin-2-one C1N(CCC2=CC=CC=C12)[C@@H]1[C@H](CN(CC1)C(=O)C=1C=CC2=C(NC(OC2C)=O)C1)O